CC(CCCCC(C)N=C=O)N=C=O 1,6-dimethylhexamethylene diisocyanate